C(C)OC(=O)C=1NC=C[N+]1C (1-ethoxycarbonyl)-3-methylimidazolium